2-[4-[[2-(2H-tetrazol-5-yl)phenyl]-methyl]piperazin-1-yl]-1,3-benzothiazole N=1NN=NC1C1=C(C=CC=C1)CN1CCN(CC1)C=1SC2=C(N1)C=CC=C2